FC=1C(=NC=CC1SC1=C(N=C(C=2N1N=CC2)N2CCC1(CC2)[C@@H](C=2C(=NC=CC2)C1)N)C)C (5S)-1'-[7-[(3-fluoro-2-methyl-4-pyridyl)sulfanyl]-6-methyl-pyrazolo[1,5-a]pyrazin-4-yl]spiro[5,7-dihydrocyclopenta[b]pyridine-6,4'-piperidine]-5-amine